2-Methyl-3-amino-4,5-dimethylolpyridine triacetate C(C)(=O)O.C(C)(=O)O.C(C)(=O)O.CC1=NC=C(C(=C1N)CO)CO